1-[2-(2,4-dimethylphenylthio)phenyl]Piperazine hydrobromide Br.CC1=C(C=CC(=C1)C)SC1=C(C=CC=C1)N1CCNCC1